(2S,3R,4S)-3-[(ethanesulfonyl)amino]-4-fluoro-2-[(2-fluoro[1,1'-biphenyl]-3-yl)methyl]-N,N-dimethylpyrrolidine-1-carboxamide C(C)S(=O)(=O)N[C@@H]1[C@@H](N(C[C@@H]1F)C(=O)N(C)C)CC=1C(=C(C=CC1)C1=CC=CC=C1)F